4'-amino[1,1'-biphenyl] NC1=CC=C(C=C1)C1=CC=CC=C1